2-(1H-imidazole-1-yl)ethylamine N1(C=NC=C1)CCN